5-(2-(((2R,4R)-1-acetyl-2-methylpiperidin-4-yl)amino)-2-oxoacetyl)-N-(4-fluoro-3-methylphenyl)-1,2,4-trimethyl-1H-pyrrole-3-carboxamide C(C)(=O)N1[C@@H](C[C@@H](CC1)NC(C(=O)C1=C(C(=C(N1C)C)C(=O)NC1=CC(=C(C=C1)F)C)C)=O)C